(2-amino-6-(3-amino-5-fluoro-2-methylphenyl)imidazo[1,2-a]pyridin-3-yl)((1S,2S)-2-fluorocyclopropyl)methanone NC=1N=C2N(C=C(C=C2)C2=C(C(=CC(=C2)F)N)C)C1C(=O)[C@H]1[C@H](C1)F